benzyl 2-[5-bromo-2-(1,3-dioxolan-2-yl)-3-hydroxyphenoxy]acetate BrC=1C=C(C(=C(OCC(=O)OCC2=CC=CC=C2)C1)C1OCCO1)O